C1(CCCCC1)CO[C@@H]([C@@H](C(N1CCCCC1)=O)NC(=O)C1CCOC12CN(C2)C(=O)[C@@H]2C(C2)(C)C)C N-((2S,3R)-3-(cyclohexylmethoxy)-1-oxo-1-(piperidin-1-yl)butan-2-yl)-2-((S)-2,2-dimethylcyclopropane-1-carbonyl)-5-oxa-2-azaspiro[3.4]octane-8-carboxamide